N,5-bis(4-chlorophenyl)-N-methylnicotinamide ClC1=CC=C(C=C1)N(C(C1=CN=CC(=C1)C1=CC=C(C=C1)Cl)=O)C